[F].SC(CCCCCCCCCCCC)(O)S dimercaptotridecanol fluorine